2-(2-(1-(Cyclopropylsulfonyl)-1H-pyrazol-4-yl)pyrimidin-4-yl)-5-(6-(4,4-difluoropiperidin-1-yl)pyridazin-3-yl)-N4-(4-fluorocyclohexyl)pyridine-2,4-diamine C1(CC1)S(=O)(=O)N1N=CC(=C1)C1=NC=CC(=N1)C1(NC=C(C(=C1)NC1CCC(CC1)F)C=1N=NC(=CC1)N1CCC(CC1)(F)F)N